NC1=NC=CC2=CC=C(C=C12)C=1C=C2C(CC3(CCN(CC3)C(=O)OC)C2=CC1)OC1=C(C=CC(=C1)C#N)CC(=O)OCC methyl 5-(1-aminoisoquinolin-7-yl)-3-(5-cyano-2-(2-ethoxy-2-oxoethyl) phenoxy)-2,3-dihydrospiro[indene-1,4'-piperidine]-1'-carboxylate